C(C)C1(OCC1)C=C 2-ethyl-2-vinyloxetane